Cyclobutyl (3-amino-5-bromophenyl)carbamate NC=1C=C(C=C(C1)Br)NC(OC1CCC1)=O